arginamide N[C@@H](CCCNC(N)=N)C(=O)N